(S)-N-((R)-1-((3,3-difluorocyclobutyl)formyl)2,3-dihydro-1H-inden-1-yl)-N-(5-fluoropyridin-3-yl)-5-oxo-1-(pyrazin-2-yl)pyrrolidine-2-carboxamide FC1(CC(C1)C(=O)[C@]1(CCC2=CC=CC=C12)N(C(=O)[C@H]1N(C(CC1)=O)C1=NC=CN=C1)C=1C=NC=C(C1)F)F